ClC=1C=2CCCC2C(=C2CCCC12)NC(=O)NS(=O)(=O)C1=CC2=C(O1)C1CCC(C2O)C1 N-((8-chloro-1,2,3,5,6,7-hexahydro-s-indacen-4-yl)carbamoyl)-4-hydroxy-5,6,7,8-tetrahydro-4H-5,8-methanocyclohepta[b]furan-2-sulfonamide